C(C)(C)(C)C1=C(C(=CC(=C1)CC1=CC=CC=C1)C(C)(C)C)O 2,6-di-tert-butyl-4-benzyl-phenol